phosphorus di(3,5-dimethylphenyl) oxide CC=1C=C(C=C(C1)C)OC1=CC(=CC(=C1)C)C.[P]